COC1=C(C=C(C=C1)OC1=CC=C(C=C1)C(F)(F)F)NC(=O)C1N(S(C1)(=O)=O)C N-(2-Methoxy-5-(4-(trifluoromethyl)phenoxy)phenyl)-2-methyl-1,2-thiazetidine-3-carboxamide 1,1-dioxide